[N+](=O)([O-])C1=CC=C(C=C1)OS(NCC1=C(C=C(C=C1)OC)OC)(=O)=O N-[(2,4-Dimethoxyphenyl)methyl]sulfamic acid 4-nitrophenyl ester